COC=1C=C(OC2=CC=C(C=C2)N2N=C3C(NCCC3C3CCN(CC3)C(C=C)=O)=C2C(=O)N)C=CC1 2-[4-(3-methoxyphenoxy)phenyl]-7-[1-(prop-2-enoyl)piperidin-4-yl]-4,5,6,7-tetrahydro-2H-pyrazolo[4,3-b]pyridine-3-carboxamide